(2S)-2-({[(4-bromophenyl)amino]carbonyl}amino)-3-phenylpropanoic acid BrC1=CC=C(C=C1)NC(=O)N[C@H](C(=O)O)CC1=CC=CC=C1